C(C1=CC=CC=C1)N1CCC(CC1)C1=CC2=C(N=C(N=C2N[C@H](C)C2=C(C(=CC=C2)C(F)F)F)C)N=C1Cl (R)-6-(1-benzylpiperidin-4-yl)-7-chloro-N-(1-(3-(difluoromethyl)-2-fluorophenyl)ethyl)-2-methylpyrido[2,3-d]pyrimidin-4-amine